CC=1C=C(C(=C(C1)N1N=C2C(=N1)C=CC=C2)O)C(C)CC2=CC=CC=C2 2-(5-methyl-3-(phenylpropane-2-yl)-2-hydroxyphenyl)benzotriazole